FC1=CC=C(C=C1)C=1SC(=CN1)S(=O)(=O)NC=1C=C2C=CC(=CC2=CC1)C(=O)OC methyl 6-[2-(4-fluorophenyl)-1,3-thiazole-5-sulfonamido]naphthalene-2-carboxylate